Hexahydro-1,4-diazin N1CCNCC1